(crotyl)(tricyclohexylphosphine) palladium (II) chloride [Pd](Cl)Cl.C(C=CC)C1(CCCCC1)P(C1CCCCC1)C1CCCCC1